COC1=NC2=CC=C(C=C2C=C1)C=1OC2=C(C=C(C=C2C(C1)=O)C)[C@@H](C)NC1=C(C(=O)OC)C=CC=C1 Methyl 2-[[(1R)-1-[2-(2-methoxy-6-quinolyl)-6-methyl-4-oxo-chromen-8-yl]ethyl]amino]benzoate